ClC=1C=C(C=CC1N1CCCC1)C1=CC(C(=CN1C1=CC2=C(N=C(S2)N2CCN(CC2)CCOC)C=C1)C(=O)O)=O 6-(3-Chloro-4-(pyrrolidin-1-yl)phenyl)-1-(2-(4-(2-methoxyethyl)piperazin-1-yl)benzothiazole-6-yl)-4-oxo-1,4-dihydropyridine-3-carboxylic acid